C(C)O[Si](CCCNC1=NC(=NC(=N1)OCC1=CC=C(C=C1)C1(N=N1)C(F)(F)F)OCC1=CC=C(C=C1)C1(N=N1)C(F)(F)F)(OCC)OCC N-{3-(triethoxysilyl)propyl}-4,6-bis[4-{3-(trifluoromethyl)-3H-diazirin-3-yl}benzyloxy]-1,3,5-triazin-2-amine